ClC=1C=CC(=C(C1)C=1N=CN(C(C1)=O)[C@H]1CCC[C@H](C(NC=2C=NN(C2C=2C=CN=C1C2)C)=O)C)C=2C=NC=NC2 (9R,13S)-13-{4-[5-chloro-2-(pyrimidin-5-yl)phenyl]-6-oxo-1,6-dihydropyrimidin-1-yl}-3,9-dimethyl-3,4,7,15-tetraazatricyclo[12.3.1.02,6]Octadecan-1(18),2(6),4,14,16-pentaen-8-one